Cl.C12CC(CC(CC1)N2)N(C=2SC1=C(N2)C(=CC(=C1)C=1C=C(C=2N(N1)C=C(N2)C)C)F)C N-[(3-exo)-8-azabicyclo[3.2.1]oct-3-yl]-6-(2,8-dimethylimidazo[1,2-b]pyridazin-6-yl)-4-fluoro-N-methyl-1,3-benzothiazol-2-amine hydrochloride